hexachlorodisilane silicon [Si].Cl[Si]([Si](Cl)(Cl)Cl)(Cl)Cl